(2-Chlorotrityl)-(R)-4-(((S)-2-aminopropyl)(methyl)amino)-3-benzyl-4-oxobutanoic acid ClC1=C(C(C2=CC=CC=C2)(C2=CC=CC=C2)[C@H](C(=O)O)C(C(=O)N(C)C[C@H](C)N)CC2=CC=CC=C2)C=CC=C1